The molecule is a steroid glucosiduronic acid that is 4-hydroxy-17beta-estradiol having a single beta-D-glucuronic acid residue attached at position 3. It is a beta-D-glucosiduronic acid, a 17beta-hydroxy steroid, a steroid glucosiduronic acid and a 4-hydroxy steroid. It derives from a 4-hydroxy-17beta-estradiol. It is a conjugate acid of a 4-hydroxy-17beta-estradiol 3-O-(beta-D-glucuronide)(1-). C[C@]12CC[C@H]3[C@H]([C@@H]1CC[C@@H]2O)CCC4=C3C=CC(=C4O)O[C@H]5[C@@H]([C@H]([C@@H]([C@H](O5)C(=O)O)O)O)O